C(ON1C(CCC1=O)=O)(O[C@H]1CO[C@H]2OCC[C@H]21)=O 2,5-dioxo-1-pyrrolidinyl [(3R,3aS,6aR)-hexahydrofuro[2,3-b]furan-3-yl] carbonate